ClC=1C=C2C(=CC(=NC2=CC1)C(F)(F)F)NCC1(CCN(CC1)C(=O)OC1=CC=C(C=C1)[N+](=O)[O-])C1=CC=C(C=C1)F 4-Nitrophenyl 4-(((6-chloro-2-(trifluoromethyl)quinolin-4-yl)amino)methyl)-4-(4-fluorophenyl)piperidine-1-carboxylate